3,5-dimethoxy-4-methylbenzoic acid COC=1C=C(C(=O)O)C=C(C1C)OC